C1=CC=CC2=C1C1=C(PO2)C=CC=C1 6H-dibenz[c,e][1,2]oxaphosphorin